FCC1=NC=CC2=C1C(=CN2)C2=NC(=NC(=C2)OC2CCC(CC2)C(F)(F)F)C rel-4-[4-(fluoromethyl)-1H-pyrrolo[3,2-c]pyridin-3-yl]-2-methyl-6-{[(1r,4r)-4-(trifluoromethyl)cyclohexyl]oxy}pyrimidine